OC1=C(C=CC(=C1)C(F)(F)F)C1=NN=C(C2=CC=CC=C12)N[C@H]1[C@@H](CCCCC1)O |r| rac-(1R,2R)-2-[[4-[2-hydroxy-4-(trifluoromethyl)phenyl]phthalazin-1-yl]amino]cycloheptanol